2-(5-(2,4-Dioxotetrahydropyrimidin-1(2H)-yl)-2,3-dihydrospiro[inden-1,4'-piperidin]-1'-yl)acetic acid tert-butyl ester C(C)(C)(C)OC(CN1CCC2(CC1)CCC1=CC(=CC=C12)N1C(NC(CC1)=O)=O)=O